C1=C(C=CC2=CC(=CC=C12)P(O)(O)=O)P(O)(O)=O naphthalene-2,6-diylbis(phosphonic acid)